(2S,4R)-N-[[5-(4-chloro-2-fluoro-phenyl)-1,2,4-oxadiazol-3-yl]methyl]-1-[(2S)-2-(4-cyclopropyltriazol-1-yl)-3,3-dimethyl-butanoyl]-4-hydroxy-pyrrolidine-2-carboxamide ClC1=CC(=C(C=C1)C1=NC(=NO1)CNC(=O)[C@H]1N(C[C@@H](C1)O)C([C@H](C(C)(C)C)N1N=NC(=C1)C1CC1)=O)F